(3S)-1-methylpyrrolidine CN1CCCC1